BrC1=CC=C(OP(=O)(OC2=C(C(=C(C(=C2F)F)F)F)F)N[C@H](C(=O)OC)C)C=C1 methyl (2S)-2-{[4-bromophenoxy(2,3,4,5,6-pentafluorophenoxy)phosphoryl]amino}propanoate